(2R,3R,4S,5R,6R)-3,5-dihydroxy-2-(hydroxymethyl)-4-(4-(3,4,5-trifluorophenyl)-1H-1,2,3-triazol-1-yl)-1-oxa-8-azaspiro[5.5]undecane-3,5-diol OC1([C@H](O[C@@]2(C([C@H]1N1N=NC(=C1)C1=CC(=C(C(=C1)F)F)F)(O)O)CNCCC2)CO)O